4-(3-bromo-5-isobutyl-1H-pyrazol-1-yl)-2-ethoxypyridine BrC1=NN(C(=C1)CC(C)C)C1=CC(=NC=C1)OCC